FC(C=1C=C(C=C(C1)C(F)(F)F)[B-](C1=CC(=CC(=C1)C(F)(F)F)C(F)(F)F)(C1=CC(=CC(=C1)C(F)(F)F)C(F)(F)F)C1=CC(=CC(=C1)C(F)(F)F)C(F)(F)F)(F)F.CC1=C([NH3+])C(=CC(=C1)C)C 2,4,6-trimethylanilinium tetrakis(3,5-bis(trifluoromethyl)phenyl)borate